(R)-tetrahydrofuranic acid O1[C@H](CCC1)C(=O)O